(3-methacryloxy-2-hydroxypropoxy)propyldi(trimethylsiloxy)methylsilane (2S)-2-(4-cyanophenyl)-4-cyclopropanecarbonylpiperazine-1-carboxylate C(#N)C1=CC=C(C=C1)[C@@H]1N(CCN(C1)C(=O)C1CC1)C(=O)O.C(C(=C)C)(=O)OCC(COCCC[SiH2]C(O[Si](C)(C)C)O[Si](C)(C)C)O